C(C)OP(OCC)(=O)C1=CC=C(C=C1)CN1N=CC2=CC(=CC=C12)C(N)=O 4-((5-carbamoyl-indazol-1-yl)methyl)phenylphosphonic acid diethyl ester